2-(2-((1S*,2R*)-2-Carboxycyclopropyl)-1-(4-phenyl-1H-pyrazol-1-yl)ethyl)-5-(3-Chloro-2-fluoro-6-(1H-tetrazol-1-yl)phenyl)pyridine 1-oxide C(=O)(O)[C@H]1[C@@H](C1)CC(N1N=CC(=C1)C1=CC=CC=C1)C1=[N+](C=C(C=C1)C1=C(C(=CC=C1N1N=NN=C1)Cl)F)[O-] |o1:3,4|